phenanthrene-citric acid C1(=CC=CC=2C3=CC=CC=C3C=CC12)C(C(CC(=O)O)(O)C(=O)O)C(=O)O